O=C1NC(CCC1N1C(C2=CC=CC(=C2C1)C#CCOCCOCCOCCNC(OC(C)(C)C)=O)=O)=O tert-butyl (2-(2-(2-((3-(2-(2,6-dioxopiperidin-3-yl)-1-oxoisoindolin-4-yl)prop-2-yn-1-yl)oxy)ethoxy)ethoxy)ethyl)carbamate